(S)-1,3-thiazole phenyl-furanthiocarbamate C1(=CC=CC=C1)OC(NC=1OC=CC1)=S.S1C=NC=C1